3-(5-(((1-(6-(5-((R)-2-(2,4-difluorophenyl)pyrrolidin-1-yl)pyrazolo[1,5-a]Pyrimidin-3-yl)pyridin-2-yl)piperidin-4-yl)(methyl)amino)methyl)-6-fluoro-1-oxoisoindoline-2-yl)piperidine FC1=C(C=CC(=C1)F)[C@@H]1N(CCC1)C1=NC=2N(C=C1)N=CC2C2=CC=CC(=N2)N2CCC(CC2)N(C)CC=2C=C1CN(C(C1=CC2F)=O)C2CNCCC2